2-bromo-N-(5-Fluoropyridin-2-yl)acetamide BrCC(=O)NC1=NC=C(C=C1)F